(R)-N-(1-cyclopropylethyl)-5-(4-fluoro-2-methyl-1-(1-methylpiperidin-4-yl)-1H-benzo[d]imidazol-6-yl)-7H-pyrrolo[2,3-d]pyrimidin-2-amine C1(CC1)[C@@H](C)NC=1N=CC2=C(N1)NC=C2C=2C=C(C1=C(N(C(=N1)C)C1CCN(CC1)C)C2)F